1-Phenyl-3-p-bromophenyl-1-propanone C1(=CC=CC=C1)C(CCC1=CC=C(C=C1)Br)=O